Cl.N(N)C(=O)C=1C=CC(=C(C(=O)OC)C1)C methyl 5-(hydrazinecarbonyl)-2-methylbenzoate hydrochloride